3,4,5-trifluoro-beta-nitrostyrene FC=1C=C(C=C[N+](=O)[O-])C=C(C1F)F